methyl ortho-anisate C(C=1C(=CC=CC1)OC)(=O)OC